6-[5-(difluoromethyl)-3-thienyl]-1-[2-(3-fluoroazetidin-1-yl)-2-oxo-ethyl]-3-methyl-imidazo[4,5-b]pyridin-2-one FC(C1=CC(=CS1)C=1C=C2C(=NC1)N(C(N2CC(=O)N2CC(C2)F)=O)C)F